bromo-6,7-dihydro-5H-cyclopenta[d]pyridazin-1-amine BrC1=C2C(=C(N=N1)N)CCC2